C(C)(C)N1C(N(C=2C1=C1C(=NC2)NC(=C1C#CC1=CC=CC=C1)C=1C=NN(C1)C)C)=O 1-isopropyl-3-methyl-7-(1-methyl-1H-pyrazol-4-yl)-8-(phenylethynyl)-3,6-dihydroimidazo[4,5-d]pyrrolo[2,3-b]pyridin-2(1H)-one